2-(2-(2-methoxyethoxy)ethoxy)ethyl bromide COCCOCCOCCBr